COC1=CC=C(CN(C2=C(C(=C(C(=C2)Br)CC=O)C)F)CC2=CC=C(C=C2)OC)C=C1 (4-(bis(4-methoxybenzyl)amino)-6-bromo-3-fluoro-2-methylphenyl)acetaldehyde